2-methyl-pyridine-3-carboxylate CC1=NC=CC=C1C(=O)[O-]